Di(2-ethylhexyl)sulfosuccinic acid sodium salt [Na+].C(C)C(CC(C(C(=O)[O-])S(=O)(=O)[O-])(C(=O)[O-])CC(CCCC)CC)CCCC.[Na+].[Na+]